O=C(CCCCCCSC1=CC=C(C[C@@H]2N(CCN(CCN(CCN(C2)CC(=O)O)CC(=O)O)CC(=O)O)CC(=O)O)C=C1)OC1=C(C(=CC(=C1F)F)F)F (S)-2,2',2'',2'''-(2-(4-((7-oxo-7-(2,3,5,6-tetrafluorophenoxy)heptyl)thio)-benzyl)-1,4,7,10-tetraazacyclododecane-1,4,7,10-tetrayl)tetraacetic acid